OC1=C(C=C(C(=C1)O)O)CCC(C)=O 2,4,5-trihydroxybenzenebutanone